tetraethyl (((((1,3-dihydroxy-2-(hydroxymethyl)propan-2-yl)azanediyl)bis(methylene))bis(pyridine-6,3-diyl))bis(methylene))bis(phosphonate) OCC(CO)(CO)N(CC1=CC=C(C=N1)CP(OCC)(OCC)=O)CC1=CC=C(C=N1)CP(OCC)(OCC)=O